NC1=C2N=CN(C2=NC(=N1)F)[C@H]1C[C@@H]([C@@](O1)(C#C)CO[P@](=O)(OC1=CC=CC=C1)N[C@@H](CC1=CC=CC=C1)C(=O)OCC(CC)CC)O 2-Ethylbutyl ((S)-(((2R,3S,5R)-5-(6-amino-2-fluoro-9H-purin-9-yl)-2-ethynyl-3-hydroxytetrahydrofuran-2-yl)methoxy)(phenoxy)phosphoryl)-L-phenylalaninate